5-amino-3-(4-bromophenyl)-1-(1,1,1-triFluoroprop-2-yl-3,3,3-d3)-1H-pyrazole-4-carbonitrile NC1=C(C(=NN1C(C(F)(F)F)C([2H])([2H])[2H])C1=CC=C(C=C1)Br)C#N